CC=1C(=NC=CC1)NC(=O)NC1=CC=C(C=C1)C1=CC=CC=C1 1-(3-methylpyridin-2-yl)-3-(4-phenylphenyl)urea